2,2-Di(2-furyl)propane O1C(=CC=C1)C(C)(C)C=1OC=CC1